FC(C(=O)O)(F)F.NC=1N=CC(=NC1N1N=CC=N1)C=1C=C(C=CC1C)S(=O)(=O)NC12CC(C1)(C2)C#N 3-(5-Amino-6-(2H-1,2,3-triazol-2-yl)pyrazin-2-yl)-N-(3-cyanobicyclo[1.1.1]pentan-1-yl)-4-methylbenzenesulfonamide Trifluoroacetate Salt